5-{4-amino-5-[(4,4-difluoropiperidin-1-yl)methyl]pyrrolo[2,1-f][1,2,4]triazin-7-yl}-2-chloro-N-[(3R,4S)-4-fluoro-1-(2-fluoro-2-methylpropanoyl)pyrrolidin-3-yl]benzamide NC1=NC=NN2C1=C(C=C2C=2C=CC(=C(C(=O)N[C@@H]1CN(C[C@@H]1F)C(C(C)(C)F)=O)C2)Cl)CN2CCC(CC2)(F)F